[4-fluoro-2-(trifluoromethyl)phenyl]methanamine FC1=CC(=C(C=C1)CN)C(F)(F)F